C(C)(C)C1=NC(=CC(=C1NC(=O)NS(=O)(=O)C=1C=NN2C1OCC(C2)OC)C(C)C)OC N-((2,4-diisopropyl-6-methoxypyridin-3-yl)carbamoyl)-6-methoxy-6,7-dihydro-5H-pyrazolo[5,1-b][1,3]oxazine-3-sulfonamide